N-(4-(1,2,4,5-tetrazin-3-yl)benzyl)-1-carboxy-N-(carboxymethyl)methanaminium 2,2,2-trifluoroacetate FC(C(=O)[O-])(F)F.N1=NC(=NN=C1)C1=CC=C(C[NH+](CC(=O)O)CC(=O)O)C=C1